[PH+]1=CC=CC=C1 phosphininium